5-(5-(4,4-Dimethylcyclohex-1-en-1-yl)-6-fluoro-1H-indazol-1-yl)-2-fluoro-3-(trifluoromethyl)phenol CC1(CC=C(CC1)C=1C=C2C=NN(C2=CC1F)C=1C=C(C(=C(C1)O)F)C(F)(F)F)C